5-bromo-N-(2,6-difluorophenyl)-2-tetrahydropyran-2-yl-N-(2-tetrahydropyran-2-yloxyethyl)-1,2,4-triazol-3-amine BrC=1N=C(N(N1)C1OCCCC1)N(CCOC1OCCCC1)C1=C(C=CC=C1F)F